C1(CC1)N1CCC(CC1)N1CCC(CC1)C=1C(=CC=2N(C1)C=C(N2)C2=CC=C(C=C2)S(=O)(=O)C)F 6-(1'-cyclopropyl-[1,4'-bipiperidin]-4-yl)-7-fluoro-2-(4-(methylsulfonyl)phenyl)imidazo[1,2-a]pyridine